tert-butyl 2-(5-chloropyridin-3-yl)-3-oxo-2,8-diazaspiro[4.5]decane-8-carboxylate ClC=1C=C(C=NC1)N1CC2(CC1=O)CCN(CC2)C(=O)OC(C)(C)C